NCCCNCCC[Si](O)(O)O N-(3-aminopropyl)-3-aminopropylsilanetriol